Br[C@@H](C(=O)OC)CC(C)C methyl (2R)-2-bromo-4-methylpentanoate